N1C=NC=C2SC3=C(N=C21)C=CC=C3 1H-pyrimido[5,4-b][1,4]benzothiazin